C(C1=C(OC)C(OC)=CC=C1)(=O)O o-veratric acid